tert-butyl ((5-(hydroxymethyl)-8-(4-(trifluoromethoxy)phenyl)quinoxalin-6-yl)methyl)carbamate OCC1=C2N=CC=NC2=C(C=C1CNC(OC(C)(C)C)=O)C1=CC=C(C=C1)OC(F)(F)F